thiane-4-carboxylic acid S1CCC(CC1)C(=O)O